NC1=NC=CC=C1C1=NC=2C(=NC(=CC2)C2=CC=CC=C2)N1C=1C=CC(=NC1C)NC(C1=CC(=CC=C1)C1=NSC(N1)=O)=O N-(5-(2-(2-aminopyridin-3-yl)-5-phenyl-3H-imidazo[4,5-b]pyridin-3-yl)-6-methylpyridin-2-yl)-3-(5-oxo-4,5-dihydro-1,2,4-thiadiazol-3-yl)benzamide